4-(N-(3-(tert-butyl)-5-cyclopropylbenzyl)-2-(N-(2,6-dichloro-4-fluorobenzyl)-(2,3,4,5,6-pentafluorophenyl)sulfonamido)acetamido)-3-methoxybenzoic acid C(C)(C)(C)C=1C=C(CN(C(CN(S(=O)(=O)C2=C(C(=C(C(=C2F)F)F)F)F)CC2=C(C=C(C=C2Cl)F)Cl)=O)C2=C(C=C(C(=O)O)C=C2)OC)C=C(C1)C1CC1